3-(3-ethoxy-4-(7-oxo-6,7-dihydro-3H-[1,2,3]triazolo[4,5-d]pyrimidin-5-yl)phenyl)-1,2,4-oxadiazol-5(4H)-one C(C)OC=1C=C(C=CC1C=1NC(C2=C(N1)NN=N2)=O)C2=NOC(N2)=O